2-Ethyl-3-((3-(4-fluoro-3-methoxy-5-(trifluoromethyl)phenyl)isoxazol-5-yl)methyl)-6-phenylpyrimidin-4(3H)-one C(C)C1=NC(=CC(N1CC1=CC(=NO1)C1=CC(=C(C(=C1)C(F)(F)F)F)OC)=O)C1=CC=CC=C1